C1(C=CC=C1)[Si](C)(C)C(O)(C1=CC=CC=C1)C1=C(C=CC=C1)C cyclopentadienyl-[(o-tolyl)(phenyl)hydroxymethyl]-dimethylsilane